N1=CN(C2=NC=CC=C21)[C@@H]2C[C@@H](CCC2)NC2=NC=C(C(=N2)C=2C=NN(C2C#N)C)C#N 2-(((1R,3S)-3-(3H-imidazo[4,5-b]pyridin-3-yl)cyclohexyl)amino)-4-(5-cyano-1-methyl-1H-pyrazol-4-yl)pyrimidine-5-carbonitrile